1,1-dichloro-4,4-dibutyl-1,4-disilacyclohexane Cl[Si]1(CC[Si](CC1)(CCCC)CCCC)Cl